2-oxo-1-((1s,3s)-3-(piperidin-1-yl)cyclobutyl)spiro[indoline-3,4'-piperidine] O=C1N(C2=CC=CC=C2C12CCNCC2)C2CC(C2)N2CCCCC2